3-bromo-2,4,5-trifluoro-aniline BrC=1C(=C(N)C=C(C1F)F)F